BrC1=C(C(=C(C=C1C)C)Br)C1=C(C(=CC(=C1Br)C)C)Br 2,2',6,6'-tetrabromo-3,3',5,5'-tetramethylbiphenyl